Methyl 2-[acetyl(2-cyanobenzyl)amino]-7-chloro-6-hydroxy-1-benzothiophene-3-carboxylate C(C)(=O)N(C=1SC2=C(C1C(=O)OC)C=CC(=C2Cl)O)CC2=C(C=CC=C2)C#N